C(CCCCCCCCCCCCCCCCCC)(=O)OCC(OC(CCCCCCCCCCCCCCCCCCC)=O)COP(=O)([O-])OCC[N+](C)(C)C 1-nonadecanoyl-2-eicosanoyl-glycero-3-phosphocholine